ClC1=CN=CC(=N1)C(CC)NC(OC(C)(C)C)=O tert-Butyl (1-(6-chloropyrazin-2-yl)propyl)carbamate